(R)-2-fluoro-N-(8-methylisoquinolin-1-yl)-4-((4-morpholinopyrimidin-2-yl)amino)-N-(piperidin-3-yl)benzamide FC1=C(C(=O)N([C@H]2CNCCC2)C2=NC=CC3=CC=CC(=C23)C)C=CC(=C1)NC1=NC=CC(=N1)N1CCOCC1